SC1=C(C=CC(=C1)OC)NC(C)=O N-(2-mercapto-4-methoxyphenyl)acetamide